OC(CC)C1=CC=C(O1)C=O 5-(1-hydroxypropyl)furan-2-carbaldehyde